(S)-2-(5-(6-chloro-3-(1H-imidazol-1-yl)-5-methoxy-1-methyl-1H-pyrrolo[3,2-b]pyridin-2-yl)-4H-1,2,4-triazol-3-yl)propionitrile ClC=1C=C2C(=NC1OC)C(=C(N2C)C=2NC(=NN2)[C@H](C#N)C)N2C=NC=C2